FC1(CCC(CC1)NCC[C@@H](CCOC1=C(C=CC(=C1)C)S(=O)(=O)N1[C@@H](CCC1)C(=O)OC)C)F Methyl ((2-(((S)-5-((4,4-difluorocyclohexyl)amino)-3-methylpentyl)oxy)-4-methylphenyl)sulfonyl)-L-prolinate